6-(3-hydroxy-3-methylazetidin-1-yl)pyridine-2-sulfonamide OC1(CN(C1)C1=CC=CC(=N1)S(=O)(=O)N)C